CC1=NN2C(=NC(=C(C2=O)C=2C=NN(C2)CCC(F)(F)F)C(F)(F)F)N1C 2,3-dimethyl-5-(trifluoromethyl)-6-[1-(3,3,3-trifluoropropyl)-1H-pyrazol-4-yl]-3H,7H-[1,2,4]triazolo[1,5-a]pyrimidin-7-one